3-[4-[3,3-difluoro-4-(methylamino)-1-piperidinyl]-3-methyl-2-oxo-benzimidazol-1-yl]piperidine-2,6-dione FC1(CN(CCC1NC)C1=CC=CC=2N(C(N(C21)C)=O)C2C(NC(CC2)=O)=O)F